ClC1=C(C=C2C=C(N=CC2=C1)NC(=O)C1CCOCC1)N1CCN(CC1)[C@]1(COC[C@H]1O)C N-(7-chloro-6-(4-((3S,4S)-4-hydroxy-3-methyltetrahydrofuran-3-yl)piperazin-1-yl)isoquinolin-3-yl)tetrahydro-2H-pyran-4-carboxamide